(3R,7S)-2-(3,4-dichlorobenzoyl)-7-(hydroxymethyl)-3-methyl-9-(1-(4-(trifluoromethyl)thiazol-2-yl)ethyl)-1,2,3,4,8,9-hexahydropyrido[4',3':3,4]pyrazolo[1,5-a]pyrazin-10(7H)-one ClC=1C=C(C(=O)N2CC=3C(=NN4C3C(N(C[C@H]4CO)C(C)C=4SC=C(N4)C(F)(F)F)=O)C[C@H]2C)C=CC1Cl